C(C)(=O)N(C1=CC=C(C=C1)C1=CC=C(C(=O)NCC=2C=NC=CC2)C=C1)CC(C)C 4-[4-[acetyl-(isobutyl)amino]phenyl]-N-(3-pyridylmethyl)benzamide